NCCCCCCCCCCCCCCOOOOONC=1C=2N=CN([C@H]3[C@H](O)[C@H](O)[C@@H](CO)O3)C2N=CN1 N6-(19-amino-pentaoxa-nonadecyl)-adenosine